NC1(C(=O)O)CC=C(C=C1)N 1,4-diaminobenzoic acid